N-dodecyl-2-methylimidazole C(CCCCCCCCCCC)N1C(=NC=C1)C